FC(C(=O)O)(F)F.NC1=CC=2CN3[C@H](COC2N=C1)CCC3=O (9aS)-3-amino-8,9,9a,10-tetrahydro-5H,7H-pyrido[3,2-f]pyrrolo[2,1-c][1,4]oxazepin-7-one trifluoroacetate